N(N)C(=O)C=1C=CC(=C(NCCCCNC(OC(C)(C)C)=O)C1)C(F)(F)F tert-butyl {4-[5-(hydrazinecarbonyl)-2-(trifluoromethyl)anilino]butyl}carbamate